C(C)(C)(C)OC(=O)OC(=O)OC(C)(C)C.BrC(=CCC(F)(F)F)Cl monobromotrifluorochlorobutene di-tert-butyl-dicarbonate